OC1CCN(CC1)C(=O)[C@@H]1C[C@@H](CN1)SC1=C(N2C([C@@H]([C@H]2[C@H]1C)[C@@H](C)NS(=O)(=O)C(F)(F)F)=O)C(=O)O (4R,5S,6S)-3-((3S,5S)-5-(4-Hydroxypiperidine-1-carbonyl)pyrrolidin-3-ylthio)-4-methyl-7-oxo-6-((R)-1-(trifluoromethylsulfonamido)ethyl)-1-azabicyclo[3.2.0]hept-2-ene-2-carboxylic acid